C(C)OC(C(=O)C1=C(N=C2N1C=C(C=C2)C)C2=C(C(=C(C(=C2[2H])[2H])C([2H])([2H])[2H])[2H])[2H])=O 2-(6-methyl-2-(4-(methyl-d3)phenyl-2,3,5,6-d4)imidazo[1,2-a]pyridin-3-yl)-2-oxoacetic acid ethyl ester